N[C@@H]1[C@@H](CCCC1)NC1=CC(=C(N=N1)C(=O)N)NC1=NC(=C(C=C1)C)C 6-[(1R,2S)-2-amino-cyclohexylamino]-4-(5,6-dimethyl-pyridin-2-ylamino)-pyridazine-3-carboxylic acid amide